C(C=C)(=O)N1CC(C1)C=1NC(C=C(N1)N)(C(=O)N)C1=CC2=C(S1)C(=CC(=C2)C)OC 2-(1-propenoylazetidin-3-yl)-4-amino-6-(7-methoxy-5-methylbenzo[b]thiophen-2-yl)-1H-pyrimidine-6-carboxamide